FC1N(CCC2(C1)OC(NC1=C2C=CC=C1)=O)C(=O)C1=C(OC=2N=CN=C(C21)NC2(CC2)C)C fluoro-1'-{6-methyl-4-[(1-methylcyclopropyl)amino]furo[2,3-d]pyrimidine-5-carbonyl}-1,2-dihydrospiro[3,1-benzoxazine-4,4'-piperidin]-2-one